The molecule is a seco-androstane that is 9,10-secoandrostane which is substituted by oxo groups at positions 9 and 17 and in which the A-ring is aromatic and bears a hydroxy group at position 3. It is a seco-androstane, a member of phenols and a cyclic ketone. CC1=C(C=C(C=C1)O)CCC2[C@@H]3CCC(=O)[C@]3(CCC2=O)C